COC=1C=C(NC1)C(=O)N 4-methoxy-1H-pyrrole-2-carboxamide